C(C)(C)(C)OC(NCC(C(O)C1=CC(=C(C=C1)Cl)Cl)(F)F)=O tert-butyl(3-(3,4-dichlorophenyl)-2,2-difluoro-3-hydroxypropyl)carbamate